2-[4-(5-Amino-4-cyano-1-isopropylpyrazol-3-yl)phenyl]-N-[5-(2-methylbutan-2-yl)-1,2-oxazol-3-yl]acetamide NC1=C(C(=NN1C(C)C)C1=CC=C(C=C1)CC(=O)NC1=NOC(=C1)C(C)(CC)C)C#N